C(C)(CC)NC1=C2C=CN=CC2=C2C(=C1)C=CC=C2.[Na] Sodium 5-(sec-butylamino)benzo[h]isoquinoline